ClC1=C(C=C(C=C1OC)OC)N1C(N(C2=C(C1)C=NC1=C2C=C(N1)C1=CC=NN1C)C)=O 3-(2-Chloro-3,5-dimethoxyphenyl)-1-methyl-8-(1-methyl-1H-pyrazol-5-yl)-1,3,4,7-tetrahydro-2H-pyrrolo[3',2':5,6]pyrido[4,3-d]pyrimidin-2-one